C(C)(C)(C)C=1C=C(N(N1)C1=CC=C(C=C1)C)NC(=O)NC1=CC=C(C2=CC=CC=C12)CN1CCOCC1 1-[5-tert-butyl-2-p-tolyl-2H-pyrazol-3-yl]-3-[4-(morpholin-4-yl-methyl)naphthalen-1-yl]-urea